COC1=CC=C(C=C1)CN1C2CC(C(C1CO)C)C2 TRANS-{2-[(4-methoxyphenyl)methyl]-4-methyl-2-azabicyclo[3.1.1]heptan-3-yl}methanol